3-(4-Methoxy-5-methyl-3,6-dimethylidenecyclohexa-1,4-dien-1-yl)-3,4-dihydro-2H-chromen-7-ol COC=1C(C=C(C(C1C)=C)C1COC2=CC(=CC=C2C1)O)=C